4-amino-N-(2-cyano-2-cyclopropylethyl)-N-((5-(trifluoromethyl)pyridin-2-yl)methyl)pyrrolo[1,2-a]quinoxaline-8-carboxamide NC=1C=2N(C3=CC(=CC=C3N1)C(=O)N(CC1=NC=C(C=C1)C(F)(F)F)CC(C1CC1)C#N)C=CC2